ClC=1C=C(C=CC1F)C=1N=CN(C1C=1C=CC=2N(N1)C(=CN2)C(=O)N)CCC(F)(F)F 6-(4-(3-chloro-4-fluorophenyl)-1-(3,3,3-trifluoropropyl)-1H-imidazol-5-yl)imidazo[1,2-b]pyridazine-3-carboxamide